cyclooctan-1-ol C1(CCCCCCC1)O